COC=1C=C(C=C(C1)OC)N(C(=O)C=1N=C(SC1)C#C)C1CN(C(C1(C)C)=O)CC(F)(F)F N-(3,5-Dimethoxyphenyl)-N-[4,4-dimethyl-5-oxo-1-(2,2,2-trifluoroethyl)pyrrolidin-3-yl]-2-ethynyl-thiazole-4-carboxamide